6-ethoxy-4-(6-(4-((3-fluorophenyl)ethynyl)-4-methoxypiperidin-1-yl)pyridin-3-yl)pyrazolo[1,5-a]pyridine-3-carbonitrile C(C)OC=1C=C(C=2N(C1)N=CC2C#N)C=2C=NC(=CC2)N2CCC(CC2)(OC)C#CC2=CC(=CC=C2)F